1-(1H-indazol-1-yl)-2,4,6-trimethylpyridine N1(N=CC2=CC=CC=C12)N1C(C=C(C=C1C)C)C